N-(3-(3-(1-Methyl-1H-pyrazol-4-yl)-4-oxo-3,4-dihydrophthalazin-1-yl)phenyl)ethanesulfonamide CN1N=CC(=C1)N1N=C(C2=CC=CC=C2C1=O)C=1C=C(C=CC1)NS(=O)(=O)CC